2-chloro-6-cyclopentylpyridine-3-carboxylate ClC1=NC(=CC=C1C(=O)[O-])C1CCCC1